ClC=1C=C2C=C(NC2=CC1C1=NC(=C(C=C1)OC)F)CNC(=O)N 1-{[5-chloro-6-(6-fluoro-5-methoxy-2-pyridyl)-2-indolyl]methyl}urea